tert-Butyl (2-(6,6-dimethyl-1-((2-(trimethylsilyl)ethoxy)methyl)-4,5,6,7-tetrahydro-1H-indazol-3-yl)-3H-imidazo[4,5-b]pyridin-6-yl)(methyl)carbamate CC1(CCC=2C(=NN(C2C1)COCC[Si](C)(C)C)C1=NC=2C(=NC=C(C2)N(C(OC(C)(C)C)=O)C)N1)C